N-(3-methoxyphenyl)thiophene-2-carboxamide COC=1C=C(C=CC1)NC(=O)C=1SC=CC1